(S,Z)-4-(5-(2-(5-Chloropyridin-2-yl)-2-fluorovinyl)-2-fluorophenyl)-4-methyl-4H-1,3-thiazin-2-amin ClC=1C=CC(=NC1)/C(=C/C=1C=CC(=C(C1)[C@]1(N=C(SC=C1)N)C)F)/F